2-[2-[2-[2-[2,3-bis[6-(2-octyldecanoyloxy)hexoxy]propoxy]ethoxy]ethoxy]ethoxy]ethyl 1-methylpiperidine-4-carboxylate CN1CCC(CC1)C(=O)OCCOCCOCCOCCOCC(COCCCCCCOC(C(CCCCCCCC)CCCCCCCC)=O)OCCCCCCOC(C(CCCCCCCC)CCCCCCCC)=O